P(O)(=O)(OP(=O)(O)OP(=O)(O)O)OC[C@@H]1[C@H]([C@H]([C@@H](O1)N1C(=O)N=C(NC(C2=CC=C(C=C2)[N+](=O)[O-])=O)C=C1)O)O N4-p-nitrobenzoyl-cytidine triphosphate